4-(3,5-dichloro-4-hydroxybenzamido)-N-(2-(trifluoromethoxy)benzyl)thiazole-5-carboxamide ClC=1C=C(C(=O)NC=2N=CSC2C(=O)NCC2=C(C=CC=C2)OC(F)(F)F)C=C(C1O)Cl